ClC=1N=C(C2=C(N1)CN(C2)C(=O)OC(C)(C)C)OC2CC2 tert-butyl 2-chloro-4-cyclopropoxy-5,7-dihydro-6H-pyrrolo[3,4-d]pyrimidine-6-carboxylate